(rac)-Ethyl 6-chloro-7-{5-ethyl-1-methyl-3-[(tetrahydro-2H-pyran-2-yloxy)methyl]-1H-pyrazol-4-yl}-3-{3-[(6-fluoro-1-naphthyl)oxy]propyl}-1H-indole-2-carboxylate ClC1=CC=C2C(=C(NC2=C1C=1C(=NN(C1CC)C)CO[C@H]1OCCCC1)C(=O)OCC)CCCOC1=CC=CC2=CC(=CC=C12)F |r|